ClC=1C=C(C=CC1F)NC1=NC=NC2=CC(=C(C=C12)OC1CCN(CC1)CC(=O)NCCCCCCCSC1=C2CN(C(C2=CC=C1)=O)C1C(NC(CC1)=O)=O)OC 2-(4-((4-((3-chloro-4-fluorophenyl)amino)-7-methoxyquinazolin-6-yl)oxy)piperidin-1-yl)-N-(7-((2-(2,6-dioxopiperidin-3-yl)-1-oxoisoindolin-4-yl)thio)heptyl)acetamide